C(C)(C)(C)C1=CC(=NO1)NC(=O)NC1=CC(=C(C=C1)C)N1N=CC(=C1)C=1C=NC=CC1OCCO 1-(5-(tert-butyl)isoxazol-3-yl)-3-(3-(4-(4-(2-hydroxyethoxy)pyridin-3-yl)-1H-pyrazol-1-yl)-4-methylphenyl)urea